C(C1=CC=CC=C1)N1CC2(C=CC3=C(C=CC=C23)F)C1 1-benzyl-4'-fluoro-spiro[azetidine-3,1'-indene]